ClC=1C=C(C=CC1)[C@@H](CC)N (R)-1-(3-chlorophenyl)propan-1-amine